FC1(CN(C1)C=1C=NC(=CC1)[N+](=O)[O-])CO (3-fluoro-1-(6-nitropyridin-3-yl)azetidin-3-yl)methanol